4-chloro-1-(1-(cyclopropanecarbonyl)piperidin-4-yl)-N-(3-methyl-5-(thiophen-2-ylethynyl)pyridin-2-yl)-1H-pyrazole-5-carboxamide ClC=1C=NN(C1C(=O)NC1=NC=C(C=C1C)C#CC=1SC=CC1)C1CCN(CC1)C(=O)C1CC1